N-(cyanomethyl)-4-{2-[4-(morpholin-4-yl)anilino]pyrimidin-4-yl}benzamide Se-methyl-(S)-2-(6-methoxynaphthalen-2-yl)propaneselenoate C[SeH]=C([C@@H](C)C1=CC2=CC=C(C=C2C=C1)OC)O.C(#N)CNC(C1=CC=C(C=C1)C1=NC(=NC=C1)NC1=CC=C(C=C1)N1CCOCC1)=O